N-cyclohexyl-3-(thiazol-2-yl)benzamide C1(CCCCC1)NC(C1=CC(=CC=C1)C=1SC=CN1)=O